[Si](C)(C)(C(C)(C)C)OCCCC1=CN(C(C(=N1)N1CCC(CC1)C(=O)N)=O)CC1=CC=C(C=C1)F 1-(6-(3-((tert-butyldimethylsilyl)oxy)propyl)-4-(4-fluorobenzyl)-3-oxo-3,4-dihydropyrazin-2-yl)piperidine-4-carboxamide